C(C1=CC=CC=C1)SC=1C=CC2=CN(N=C2C1)C=1SC(=NN1)C(F)F 2-(6-(benzylsulfanyl)-2H-indazol-2-yl)-5-(difluoromethyl)-1,3,4-thiadiazol